C(#N)C1=CC(=C(CC=2C(=NC=CC2)C2CNC(CN2C(=O)[O-])=O)C=C1)F 6-((4-cyano-2-fluorobenzyl) pyridin-2-yl)-3-oxopiperazine-1-carboxylate